S(N)(OC[C@@H]1OC(O[C@H]1C1=C(C=CC=C1)C)(CC)CC)(=O)=O ((4S,5S)-5-(2-methylphenyl)-2,2-diethyl-1,3-dioxolan-4-yl)methyl sulfamate